(±)-2,2'-bis[di(3,5-xylyl)phosphino]-1,1'-binaphthyl C1(=CC(=CC(=C1)C)C)P(C1=C(C2=CC=CC=C2C=C1)C1=C(C=CC2=CC=CC=C12)P(C1=CC(=CC(=C1)C)C)C1=CC(=CC(=C1)C)C)C1=CC(=CC(=C1)C)C